4-(3-hydroxy-3-methyl-but-1-ynyl)-N-isopropyl-2,6-dimethyl-7-oxo-1H-pyrrolo[2,3-c]pyridine-3-carboxamide OC(C#CC=1C2=C(C(N(C1)C)=O)NC(=C2C(=O)NC(C)C)C)(C)C